C(C)OC(=O)N1CCN(CC1)[N+](=N[O-])[O-] 1-[4-(Ethoxycarbonyl)piperazin-1-yl]diazen-1-ium-1,2-diolate